N1=CN=C(C=C1)C(=O)N1CC2(CCN3N=C(C=C32)C=3C=NC2=CC=CC=C2C3)C1 (pyrimidin-4-yl)[2'-(quinolin-3-yl)-5',6'-dihydrospiro[azetidine-3,4'-pyrrolo[1,2-b]pyrazol]-1-yl]methanone